C(C)C(=C)CC 2-Ethyl-1-buten